FC(C1=CC=C(C=C1)N=C=O)(F)F 4-(Trifluoromethyl)phenylisocyanate